(S)-6-((4-((2-hydroxy-1-phenylethyl)amino)-5-(3-(2-hydroxypropan-2-yl)-1,2,4-oxadiazol-5-yl)pyrimidin-2-yl)amino)-1-isopropyl-1,2-dihydro-3H-pyrazolo[3,4-b]pyridin-3-one OC[C@H](C1=CC=CC=C1)NC1=NC(=NC=C1C1=NC(=NO1)C(C)(C)O)NC1=CC=C2C(=N1)N(NC2=O)C(C)C